NC1=C(C#N)C=C(C=N1)C=1C=C2N(N1)CC[C@]21CN(CC1)C(CC)C=1NC=CN1 2-amino-5-{(3R)-1-[1-(1H-imidazol-2-yl)propyl]-5',6'-dihydrospiro[pyrrolidine-3,4'-pyrrolo[1,2-b]pyrazol]-2'-yl}nicotinonitrile